benzyl (R)-4-(1-(5-cyano-4-(4-(1,4-dimethyl-1H-pyrazol-5-yl)piperidin-1-yl)-6-(trifluoromethyl)pyridin-2-yl)azetidin-3-yl)-2-(cyanomethyl)piperazine-1-carboxylate C(#N)C=1C(=CC(=NC1C(F)(F)F)N1CC(C1)N1C[C@H](N(CC1)C(=O)OCC1=CC=CC=C1)CC#N)N1CCC(CC1)C1=C(C=NN1C)C